BrC1=C(C=CC=C1)CCC(=O)N1CCN(CC1)C1=NC=C(C=C1)O 3-(2-Bromophenyl)-1-[4-(5-hydroxypyridin-2-yl)-piperazin-1-yl]-propan-1-one